ClC1=CC=C2C(N3C(=NC2=C1)C(C1=CC(=CC=C13)C(=O)N1CCNCC1)=O)=O 3-chloro-8-(piperazine-1-carbonyl)indolo[2,1-b]quinazoline-6,12-dione